(4-methyl-1-(oxetan-3-yl)-1H-imidazol-2-yl)benzonitrile CC=1N=C(N(C1)C1COC1)C1=C(C#N)C=CC=C1